thiobisdodecyl thiodipropionate S1CCC(=O)OCCCCCCCCCCCCSCCCCCCCCCCCCOC(CC1)=O